2-methoxy-N-(4-methylpentyl)-1H-imidazole-1-carboxamide COC=1N(C=CN1)C(=O)NCCCC(C)C